2,3-dimethylaniliniumdiazonium CC1=C([NH2+][N+]#N)C=CC=C1C